S1[As](SCCC1)C1=CC=C(C=C1)NC(\C=C\C1=NC(=C(N=C1C)C)C)=O (E)-N-(4-(1,3,2-dithiarsinan-2-yl)phenyl)-3-(3,5,6-trimethylpyrazin-2-yl)acrylamide